tert-butyl-5-amino-2-methylthio-4-(3-(2-(morpholin-4-yl)-acetamido)-phenyl)-thieno[2,3-d]pyrimidine-6-carboxamide C(C)(C)(C)NC(=O)C1=C(C2=C(N=C(N=C2C2=CC(=CC=C2)NC(CN2CCOCC2)=O)SC)S1)N